C(#N)C=1C=NN2C1C(=CC(=C2)C2=NN(C=C2)C)C=2C=CC(=NC2)N2C[C@@H]1[C@H](C2)CC(C1)(C)NC(C1=CN=C(C=C1)OC)=O N-((3aR,5s,6aS)-2-(5-(3-cyano-6-(1-methyl-1H-pyrazol-3-yl)pyrazolo[1,5-a]pyridin-4-yl)pyridin-2-yl)-5-methyloctahydrocyclopenta[c]pyrrol-5-yl)-6-methoxynicotinamide